C1(CCC1)C1=CNC2=NC=C(C=C21)C2=CC=C(C(=O)N)C=C2 4-(3-cyclobutyl-1H-pyrrolo[2,3-b]pyridin-5-yl)benzamide